2-[(3-methyl-1,2-oxazol-5-yl)methyl]-1-[(3R)-1-methylpyrrolidin-3-yl]-1H-imidazo[4,5-c]quinoline-8-carbonitrile, formate salt C(=O)O.CC1=NOC(=C1)CC=1N(C2=C(C=NC=3C=CC(=CC23)C#N)N1)[C@H]1CN(CC1)C